aluminum tridiethylphosphinate C(C)P([O-])(=O)CC.C(C)P([O-])(=O)CC.C(C)P([O-])(=O)CC.[Al+3]